(4-aminopyrrolo[2,1-f][1,2,4]triazin-7-yl)-3,6-dihydropyridine-1(2H)-carboxylic acid tert-butyl ester C(C)(C)(C)OC(=O)N1C(CC=CC1)C1=CC=C2C(=NC=NN21)N